C(#C)C1=CC(=C(C=C1)C1=CC(=C(N)C(=C1)C)F)F 4-(4-ethynyl-2-fluorophenyl)-2-fluoro-6-methylaniline